C1(=CC=CC=C1)N(C1=CC=2C3(C4=CC=CC=C4C2C=C1)C1=CC=CC=C1C=1C=CC(=CC13)N(C1=CC=CC=C1)C1=CC=CC=C1)C1=CC=CC=C1 2,2'-bis(diphenylamino)-9,9'-spirobifluorene